O=C1NC(CCC1N1C(C2=CC=CC(=C2C1=O)NCC(NCCOCCOCCOCCOCC(=O)OC(C)(C)C)=O)=O)=O tert-Butyl 1-((2-(2,6-dioxopiperidin-3-yl)-1,3-dioxoisoindolin-4-yl)amino)-2-oxo-6,9,12,15-Tetraoxa-3-azaheptadecane-17-Oate